NC1=C(C=CC(=C1)N1CCOCC1)C1=C(N(N=C1[N+](=O)[O-])C)C(=O)N (2-amino-4-morpholino-phenyl)-2-methyl-5-nitro-pyrazole-3-carboxamide